FC(C(=O)O)(F)F.C(C)(C)OC=1C(=CC2=CN(N=C2C1)C12COC(C1)(C2)C)C(=O)NC=2C(N(C=CC2)C)=O 6-isopropoxy-N-(1-methyl-2-oxo-1,2-dihydropyridin-3-yl)-2-(1-methyl-2-oxabicyclo[2.1.1]Hex-4-yl)-2H-indazole-5-carboxamide trifluoroacetate salt